3-{2-[(3R)-3-[(2-formyl-3-hydroxyphenoxy)methyl]thiomorpholine-4-carbonyl]phenyl}propanoic acid C(=O)C1=C(OC[C@H]2N(CCSC2)C(=O)C2=C(C=CC=C2)CCC(=O)O)C=CC=C1O